2-aminopropionyl-urea NC(C(=O)NC(=O)N)C